2-(((S)-4-(6-((5-cyanopyridin-2-yl)methoxy)pyridin-2-yl)-2-methylpiperazin-1-yl)methyl)-1-(((S)-oxetan-2-yl)methyl)-1H-benzo[d]imidazole-6-carboxylic acid C(#N)C=1C=CC(=NC1)COC1=CC=CC(=N1)N1C[C@@H](N(CC1)CC1=NC2=C(N1C[C@H]1OCC1)C=C(C=C2)C(=O)O)C